C1(=CC=CC=C1)CC(=O)OCC1=CC(OC)=C(O)C(OC)=C1 syringyl phenylacetate